C(C)(=O)OC[C@@H]1O[C@@H](CCC1)OCCCON (2R,3R,4S,5S,6S)-2-(Acetoxymethyl)-6-(3-(aminooxy)propoxy)tetrahydro-2H-pyran